((2S)-1-(6-chloro-3-methyl-1-(tetrahydro-2H-pyran-2-yl)-1H-pyrazolo[3,4-d]pyrimidin-4-yl)pyrrolidin-2-yl)methanol ClC1=NC(=C2C(=N1)N(N=C2C)C2OCCCC2)N2[C@@H](CCC2)CO